C1(=CC=CC=C1)C1=CC(=NC2=C3N=C(C=C(C3=CC=C12)C1=CC=CC=C1)C1CCCCC1)C1CCCCC1 4,7-diphenyl-2,9-dicyclohexyl-1,10-phenanthroline